C(C)(C)(C)C1OCC(N1C(=O)OC(C)(C)C)(CC)C(N)=O tert-butyl 2-(tert-butyl)-4-carbamoyl-4-ethyloxazolidine-3-carboxylate